5-[(4-methoxyphenyl)methoxy]pentane-1,3-diol COC1=CC=C(C=C1)COCCC(CCO)O